(S)-2-amino-4-oxo-4-(tritylamino)butanoic acid N[C@H](C(=O)O)CC(NC(C1=CC=CC=C1)(C1=CC=CC=C1)C1=CC=CC=C1)=O